CS(=O)(=O)CCN 2-(methylsulfonyl)ethane-1-amine